O=C1NC(CCC1N1C(N(C2=C1C=CC(=C2)/C=C/OCCN2C[C@@H](OCC2)CNC(OC(C)(C)C)=O)C)=O)=O tert-butyl N-[[(2S)-4-[2-[(E)-2-[1-(2,6-dioxo-3-piperidyl)-3-methyl-2-oxo-benzimidazol-5-yl]vinyloxy]ethyl]morpholin-2-yl]methyl]carbamate